cyclobutyl (2S)-2-[[(cyclopropylphenoxy)-(2,3,4,5,6-pentafluorophenoxy)phosphoryl]amino]propanoate C1(CC1)C1=C(OP(=O)(OC2=C(C(=C(C(=C2F)F)F)F)F)N[C@H](C(=O)OC2CCC2)C)C=CC=C1